5-[4'-Chloro-2-(difluoromethyl)[1,1'-biphenyl]-4-yl]-3,6-dihydro-2H-1,3,4-oxadiazin-2-on ClC1=CC=C(C=C1)C1=C(C=C(C=C1)C1=NNC(OC1)=O)C(F)F